CC(C[Mg]Cl)CCCC(CCCCCCCC(CCCC)C)C 2,6,14-trimethyloctadecyl-magnesium chloride